3-((2-(dimethoxymethyl)-5,6,7,8-tetrahydro-1,8-naphthyridin-3-yl)methyl)-1,3-oxazepine-2-one COC(C1=NC=2NCCCC2C=C1CN1C(OC=CC=C1)=O)OC